BrC=1C=NN(C1)C(C(=O)NC=1C=NC(=C(C1)S(NC1=CC=C(C=C1)Cl)(=O)=O)OC)C (4-bromo-1H-pyrazol-1-yl)-N-(5-(N-(4-chlorophenyl)sulfamoyl)-6-methoxypyridin-3-yl)propanamide